chloro-(2-dicyclohexylphosphino-2',6'-diisopropyloxy-1,1'-biphenyl) ClC=1C(=C(C=CC1)C1=C(C=CC=C1OC(C)C)OC(C)C)P(C1CCCCC1)C1CCCCC1